3H-[1,2,3]triazolo[4,5-c]pyridazine N1=NNC=2N=NC=CC21